(S)-2-(4-(7-methylpyrazolo[1,5-a]pyridin-2-yl)-1,4,6,7-tetrahydro-5H-imidazo[4,5-c]pyridin-5-yl)-5-(2-methylpyridin-3-yl)-1,3,4-oxadiazole CC1=CC=CC=2N1N=C(C2)[C@H]2N(CCC1=C2N=CN1)C=1OC(=NN1)C=1C(=NC=CC1)C